CC(C)C(CC(C(C)C)=O)=O 2,6-dimethyl-3,5-heptanedione